BrCC1=C(C=CC(=C1)F)I 2-(bromomethyl)-4-fluoro-1-iodobenzene